COC1=NC2=CC=C(C=C2C=C1)/C=C/C(=O)OCC Ethyl (E)-3-(2-methoxyquinolin-6-yl)acrylate